4-chloropentyl nonyloxymethyl ether C(CCCCCCCC)OCOCCCC(C)Cl